Cl.ClCCN(C)C 2-chloro-N,N-dimethylethan-1-amine hydrochloride salt